(1S,2S,3R,5R)-2-(trifluoromethyl)-8-azabicyclo[3.2.1]octan FC([C@@H]1[C@@H]2CC[C@@H](CC1)N2)(F)F